C(#N)C1=CC(=C(COC=2C=C(C=CC2F)C2CCNCC2)C=C1)F 4-(3-((4-Cyano-2-fluorobenzyl)oxy)-4-fluorophenyl)piperidin